BrC=1SC=C(N1)C(=O)OCC ethyl 2-bromo-1,3-thIazole-4-carboxylate